N1(C=NC=C1)C1=CC=C(C=C1)C1=CC(=NN1)NC1=C(C=C(C=C1)O)CC 4-((5-(4-(1H-imidazol-1-yl)phenyl)-1H-pyrazol-3-yl)amino)-3-ethylphenol